COC=1C=C(C=C(C1)OC)C=1CCC=2C(=NNC2C1)C1=C(C=NN1C)[N+](=O)[O-] 6-(3,5-dimethoxyphenyl)-3-(1-methyl-4-nitro-1H-pyrazol-5-yl)-4,5-dihydro-1H-indazole